tetraethyl((3,9-dibromoindolo[3,2-a]carbazole-5,12-diyl)bis(butane-4,1-diyl))bis(phosphonate) C(C)OP(OCC)(=O)CCCCN1C2=CC=C(C=C2C2=CC=C3C(=C12)C1=CC=C(C=C1N3CCCCP(OCC)(OCC)=O)Br)Br